FC(C(=O)O)(C1=CC(=CC=C1)CN1CCN(CC1)C)F 2,2-difluoro-2-(3-((4-methylpiperazin-1-yl)methyl)phenyl)acetic acid